C(C)(C)(C)C1=CC=C(C=C1)C1=CC=C(C(=N1)C)C(=O)[O-] 6-(4-tert-butylphenyl)-2-methyl-pyridine-3-carboxylate